N1N=CC=C1COC1=CC(=NC2=CC(=CC=C12)C1=CC=NN1)N 4-((1H-pyrazol-5-yl)methoxy)-7-(1H-pyrazol-5-yl)quinolin-2-amine